O=C1N(CC(C1)C1=C(C(=C(C=C1)F)F)F)CN1C=NC=C1C#N (-)-1-{[2-oxo-4-(2,3,4-trifluorophenyl)pyrrolidin-1-yl]methyl}-1H-imidazole-5-carbonitrile